1-(9Z-hexadecenoyl)-2-heneicosanoyl-glycero-3-phosphoserine CCCCCCCCCCCCCCCCCCCCC(=O)O[C@H](COC(=O)CCCCCCC/C=C\CCCCCC)COP(=O)(O)OC[C@@H](C(=O)O)N